6-(5-Chloro-2-(((1r,4r)-4-((2-methoxyethyl)amino)cyclohexyl)amino)pyridin-4-yl)-4,4-Dimethyl-3,4-dihydroisoquinolin ClC=1C(=CC(=NC1)NC1CCC(CC1)NCCOC)C=1C=C2C(CN=CC2=CC1)(C)C